FC=1C=C(CC2=CC(=C(C=3CCOC32)OC)C(=O)N[C@H]3CCOC[C@@H]3O)C=CC1C(NCC1=CC=C(C=C1)S(=O)(=O)C)=O 1,5-anhydro-2,3-dideoxy-3-(((7-(3-fluoro-4-((4-(methylsulfonyl)benzyl)-carbamoyl)benzyl)-4-methoxy-2,3-dihydro-1-benzofuran-5-yl)carbonyl)amino)-L-threo-pentitol